di(biphenylyl)[(phenyl)indolocarbazolyl]triazine C1(=C(C=CC=C1)C1=C(C(=NN=N1)C1=C2C(=CC=C1C1=CC=CC=C1)N=C1C=CC3=C4C=CC=CC4=NC3=C12)C1=C(C=CC=C1)C1=CC=CC=C1)C1=CC=CC=C1